O1CCN(CC1)C=1C=2N(C=C(N1)N/N=C/C=1C=C(C=CC1)C)C=C(N2)C=2C=NC=CC2 8-morpholino-N-[(E)-m-tolylmethyleneamino]-2-(3-pyridyl)imidazo[1,2-a]pyrazin-6-amine